C(#N)[C@]1(CN(CC1)C(=O)NC=1SC(=C(N1)C1=CC(=CC=C1)C#N)C1=CC(=NC(=C1)C)C)C (3R)-3-Cyano-N-[4-(3-cyanophenyl)-5-(2,6-dimethyl-4-pyridyl)thiazol-2-yl]-3-methylpyrrolidin-1-carboxamid